tert-butyl(3-((3-((6-carbamoyl-1-(tetrahydro-2H-pyran-2-yl)-1H-indazol-4-yl)amino)propyl)amino)-3-oxopropyl)((2-chloro-[1,1'-biphenyl]-4-yl)methyl)carbamate C(C)(C)(C)OC(N(CC1=CC(=C(C=C1)C1=CC=CC=C1)Cl)CCC(=O)NCCCNC1=C2C=NN(C2=CC(=C1)C(N)=O)C1OCCCC1)=O